ClC1=CC(=C(C=C1)C1(OC2=C(O1)C=CC=C2C2=CCN(CC2)CC2=NC1=C(N2C[C@H]2OCC2)C=C(C=C1)C(=O)O)C)F 2-((4-(2-(4-chloro-2-fluorophenyl)-2-methylbenzo[d][1,3]dioxol-4-yl)-5,6-dihydropyridin-1(2H)-yl)methyl)-1-((S)-oxetan-2-ylmethyl)-1H-benzo[d]imidazole-6-carboxylic acid